4,4-dimethyl-anti-stilbene CC1(CC=C(C=C1)C=CC1=CC=CC=C1)C